FC=1C=C(C=C(C1F)F)C=CC(=O)N 3-(3,4,5-trifluorophenyl)propenamide